[C].C(CCCCCCCCCCCCCCCCCCCCCCCCCCC)(=O)O (montanic acid) carbon